(3-([1,1'-biphenyl]-4-yl)propyl)-4-butoxybenzenesulfonamide C1(=CC=C(C=C1)CCCC1=C(C=CC(=C1)OCCCC)S(=O)(=O)N)C1=CC=CC=C1